(2R)-2-[9H-fluoren-9-ylmethoxycarbonyl-(methyl)amino]-3-phenylpropanoic acid C1=CC=CC=2C3=CC=CC=C3C(C12)COC(=O)N([C@@H](C(=O)O)CC1=CC=CC=C1)C